alpha-eleostearic acid amide C(CCCCCCC\C=C/C=C/C=C/CCCC)(=O)N